Zinc-Aluminum-Oxide [O-2].[Al+3].[Zn+2]